8-Fluoro-2'-(((2R,7aS)-2-fluorotetrahydro-1H-pyrrolizin-7a(5H)-yl)methoxy)-4'-(1,4-oxazepan-4-yl)-3,4,5',8'-tetrahydro-2H-spiro[naphthalene-1,7'-pyrano[4,3-d]pyrimidin]-7-amine HCl Cl.FC=1C(=CC=C2CCCC3(CC=4N=C(N=C(C4CO3)N3CCOCCC3)OC[C@]34CCCN4C[C@@H](C3)F)C12)N